C1=CC(=C(C=C1Cl)Cl)C(Cl)Cl 2,4-dichlorobenzyl dichloride